OC=1C(=NC=CC1OC)C(=O)N[C@H](C(=O)O)C (2S)-2-[(3-hydroxy-4-methoxy-pyridine-2-carbonyl)amino]propanoic acid